N(=[N+]=[N-])CCCOC1=CC=C(C=C1)NC(N(CCCC)CC1=CC=C(C(=O)NO)C=C1)=O 4-((3-(4-(3-azidopropoxy)phenyl)-1-butylureido)methyl)-N-hydroxybenzamide